(2S)-2-amino-3-(4'-methyl-[1,1'-biphenyl]-4-yl)propionic acid methyl ester COC([C@H](CC1=CC=C(C=C1)C1=CC=C(C=C1)C)N)=O